[4-[(E)-3-[4-[4-[2-[bis[[tert-butyl(dimethyl)silyl]oxymethyl]silyl]ethoxy]phenyl]phenyl]prop-2-enoyl]oxy-3-cyclopropyl-phenyl] 4-triisopropylsilyloxybenzoate C(C)(C)[Si](OC1=CC=C(C(=O)OC2=CC(=C(C=C2)OC(\C=C\C2=CC=C(C=C2)C2=CC=C(C=C2)OCC[SiH](CO[Si](C)(C)C(C)(C)C)CO[Si](C)(C)C(C)(C)C)=O)C2CC2)C=C1)(C(C)C)C(C)C